(S)-1-(3-bromo-5-vinylbenzyl)-3-methylpiperidine BrC=1C=C(CN2C[C@H](CCC2)C)C=C(C1)C=C